1-(2-amino-4-fluoro-3-methoxyphenyl)ethanone NC1=C(C=CC(=C1OC)F)C(C)=O